C[C@@H](C=O)[C@H](C=C)C (2r,3s)-2,3-dimethyl-pent-4-enal